C1(CC(C(CC1)C(C)(C)O)O)C menthane-3,8-diol